C1(CC1)C1=CC=C(C=C1)C=1C=C(C(=NC1)C=1SC2=C(N1)C=C(C=C2)S(=O)(=O)C(F)(F)F)SCC 2-[5-(4-cyclopropylphenyl)-3-(ethylsulfanyl)pyridin-2-yl]-5-trifluoromethanesulfonyl-1,3-benzothiazole